8-[(3R)-1-acetylpyrrolidin-3-yl]oxy-4-[(2R)-3-(3,4-dihydro-1H-isoquinolin-2-yl)-2-hydroxy-propyl]-1-methyl-2,3-dihydro-1,4-benzodiazepine-5-one C(C)(=O)N1C[C@@H](CC1)OC1=CC2=C(C(N(CCN2C)C[C@@H](CN2CC3=CC=CC=C3CC2)O)=O)C=C1